C(C1=CC=CC=C1)OC(=O)N[C@H](C(=O)OC(C)(C)C)[C@H](CCCB1OC(C(O1)(C)C)(C)C)CN(C)CC1=CC=C(C=C1)OC (2S,3R)-tert-butyl 2-(benzyloxycarbonylamino)-3-(((4-methoxybenzyl)(methyl)amino)methyl)-6-(4,4,5,5-tetramethyl-1,3,2-dioxaborolan-2-yl)hexanoate